1-((1-acryloyl-3-fluoroazetidin-3-yl)methyl)-6-(2-amino-6-fluorophenyl)-7-chloro-4-(2-isopropyl-4-methylpyridin-3-yl)-1,4-dihydropyrido[2,3-b]pyrazine-2,3-dione C(C=C)(=O)N1CC(C1)(F)CN1C2=C(N(C(C1=O)=O)C=1C(=NC=CC1C)C(C)C)N=C(C(=C2)Cl)C2=C(C=CC=C2F)N